4-methoxybenzyl 4,4,4-trifluoro-2,2-dimethyl-3-((2-((3-octyl-1,2,4-oxadiazol-5-yl)methyl)acryloyl)oxy)butanoate FC(C(C(C(=O)OCC1=CC=C(C=C1)OC)(C)C)OC(C(=C)CC1=NC(=NO1)CCCCCCCC)=O)(F)F